(butyl(isobutoxycarbonyl)amino)butanoate C(CCC)N(C(=O)OCC(C)C)C(C(=O)[O-])CC